NC=1C=CC(=NC1)NC(OC)=O Methyl (5-aminopyridin-2-yl)carbamate